ClC1=CC=C2C(=C(N(C2=C1C=1C(=NN(C1C)C)C)CCN1CCOCC1)C(=O)N(C1=C2C=CN(C2=CC(=C1)C(=O)O)C)C)CCCOC1=CC(=C(C(=C1)C)Cl)C 4-[[6-chloro-3-[3-(4-chloro-3,5-dimethyl-phenoxy)propyl]-1-(2-morpholinoethyl)-7-(1,3,5-trimethylpyrazol-4-yl)indole-2-carbonyl]-methyl-amino]-1-methyl-indole-6-carboxylic Acid